2-thia-6-azaspiro[3.4]octane 2,2-dioxide hydrochloride Cl.C1S(CC12CNCC2)(=O)=O